O1S(N([C@@H](CC1)C(=O)OC)C(=O)OC(C)(C)C)=O 3-(tert-Butyl) 4-methyl (4S)-1,2,3-oxathiazinane-3,4-dicarboxylate 2-oxide